(5-bromo-4-chloro-2-pyridinyl)methanol BrC=1C(=CC(=NC1)CO)Cl